[OH-].[Na+].C(C1CO1)OCC1CO1 diglycidyl ether sodium hydroxide